CN(C)CC1=C(C=C(C=C1)C=C)B(O)O 2-dimethylaminomethyl-5-vinylphenyl-boronic acid